S1C(=NC2=C1C=CC=C2)C(CC=2C=C(C(=N)N)C=CC2)NS(=O)(=O)C2=CC(=CC=C2)C(=O)N2CCNCC2 3-[2-(1,3-benzothiazol-2-yl)-2-[[3-(piperazine-1-carbonyl)phenyl]sulfonylamino]ethyl]benzamidine